N[C@@H]1C2=CC=CC=C2CC12CCN(CC2)C=2NC(C1=C(N2)NN=C1C1(CC1)C1=CC(=CC=C1)C1CCOCC1)=O (S)-6-(1-amino-1,3-dihydrospiro[indene-2,4'-piperidin]-1'-yl)-3-(1-(3-(tetrahydro-2H-pyran-4-yl)phenyl)cyclopropyl)-1,5-dihydro-4H-pyrazolo[3,4-d]pyrimidin-4-one